2-bromo-3-methylphenol BrC1=C(C=CC=C1C)O